(bromomethyl)-3,5-difluorobenzonitrile BrCC1=C(C#N)C=C(C=C1F)F